(R)-N-(6-(3,3-Difluoroazetidin-1-yl)-4-methylpyridin-2-yl)-4-((2-hydroxy-1-methylethyl)sulfonamido)-2-(6-azaspiro[2.5]octan-6-yl)benzamide FC1(CN(C1)C1=CC(=CC(=N1)NC(C1=C(C=C(C=C1)NS(=O)(=O)[C@@H](CO)C)N1CCC2(CC2)CC1)=O)C)F